[SH+]1C=CC=C1 thiophen-1-ium